BrC1=C2C=CNC2=CC(=C1OC=1C=C(N=NC1)C(=O)N)F 5-((4-Bromo-6-fluoro-1H-indol-5-yl)oxy)pyridazine-3-carboxamide